(S)-2-(2-chlorothiazole-4-carboxamido)-N1-(1-(2-(2-adamantylamino)-2-oxoethyl)-2-oxo-1,2-dihydropyridin-3-yl)-N6-methyl-5-oxohexanediamide ClC=1SC=C(N1)C(=O)N[C@H](C(=O)NC=1C(N(C=CC1)CC(=O)NC1C2CC3CC(CC1C3)C2)=O)CCC(C(=O)NC)=O